ClC1=C(C=CC(=C1)F)C1=CC(OC2=CC(=CC=C12)OC(C(=O)N1CCCCC1)C)=O 1-[2-[4-(2-chloro-4-fluoro-phenyl)-2-oxo-chromen-7-yl]oxypropanoyl]piperidine